2-(4-((((5-(2,4-dioxotetrahydropyrimidin-1(2H)-yl)pyridin-2-yl)methyl)(methyl)amino)methyl)phenyl)-5-fluorobenzofuran-7-carboxamide O=C1N(CCC(N1)=O)C=1C=CC(=NC1)CN(C)CC1=CC=C(C=C1)C=1OC2=C(C1)C=C(C=C2C(=O)N)F